N-(3-(chloromethyl)-1,2,4-thiadiazol-5-yl)-5-(3-cyanophenyl)-2-(trifluoromethyl)furan-3-carboxamide ClCC1=NSC(=N1)NC(=O)C1=C(OC(=C1)C1=CC(=CC=C1)C#N)C(F)(F)F